C(C)C1=CC2=C(CCO[C@]23C[C@@H](N(CC3)CC=3N=NN(C3)CCS(=O)(=O)NCCO)C)S1 2-[4-[[(2'S,4R)-2-ethyl-2'-methyl-spiro[6,7-dihydrothieno[3,2-c]pyran-4,4'-piperidine]-1'-yl]methyl]triazol-1-yl]-N-(2-hydroxyethyl)ethanesulfonamide